6-(3-fluoro-phenyl)-pyrimidine-4-carboxylic acid pyrimidin-5-yl-amide N1=CN=CC(=C1)NC(=O)C1=NC=NC(=C1)C1=CC(=CC=C1)F